BrC=1C(=C2C=NN(C2=CC1)CC(C(F)(F)F)(C(F)(F)F)O)Cl 2-((5-bromo-4-chloro-1H-indazol-1-yl)methyl)-1,1,1,3,3,3-hexafluoropropan-2-ol